(S)-2-amino-3-(4-(5-(4'-hydroxy-6-methoxybiphenyl-3-yl)-1,2,4-oxadiazol-3-yl)phenyl)propanamide hydrochloride Cl.N[C@H](C(=O)N)CC1=CC=C(C=C1)C1=NOC(=N1)C=1C=C(C(=CC1)OC)C1=CC=C(C=C1)O